4'-chloro-2-hydroxybiphenyl ClC1=CC=C(C=C1)C1=C(C=CC=C1)O